COC(=O)C=1OC(OC1Br)(C(F)(F)F)C(F)(F)F 5-bromo-2,2-bis(trifluoromethyl)-1,3-dioxole-4-carboxylic acid methyl ester